CC(C(C)(C1=CC=C(C=C1)N1CCOCC1)C(=O)C(C(C)N)(C1=CC=C(C=C1)N1CCOCC1)C)N 2-methyl-amino-1-(4-morpholinophenyl)-1-methyl-ethyl ketone